N-(4-carboxybenzyl)-3-trifluoromethyl-5-(5-(1-(naphthalen-1-yl)ethyl)-1,2,4-oxadiazol-3-yl)aniline C(=O)(O)C1=CC=C(CNC2=CC(=CC(=C2)C2=NOC(=N2)C(C)C2=CC=CC3=CC=CC=C23)C(F)(F)F)C=C1